C(C1=CC=CC=C1)N1CC(CCC1)=CC#N 2-(1-benzyl-3-piperidylidene)acetonitrile